1-methoxyethyl-3-methyl-imidazolium trifluoro-methanesulfonate FC(S(=O)(=O)[O-])(F)F.COC(C)C=1NC=C[N+]1C